ClC1=C(C=CC=C1)NC1=CC2=C(NC(=N2)COC2=CC(=NC=C2)C(F)(F)F)C=C1 N-(2-Chlorophenyl)-2-(((2-(trifluoromethyl)pyridin-4-yl)oxy)methyl)-1H-benzo[d]imidazol-5-amine